6-Bromo-2-methylnicotinic acid methyl ester COC(C1=C(N=C(C=C1)Br)C)=O